NCNCCC[Si](OCCC)(OCCC)OCCC N-aminomethyl-gamma-aminopropyl-tripropoxysilane